C1(OCC(CCCCCCCCCC)O1)=O dodecyl-2-yl carbonate